C[C@H]1N(CCNC1=O)C(=O)NC(C=1N=C(SC1)C(F)(F)F)[C@@H]1CC[C@H](CC1)C(F)(F)F (2R)-2-methyl-3-oxo-N-((trans-4-(trifluoromethyl)cyclohexyl)((R)-2-(trifluoromethyl)thiazol-4-yl)methyl)piperazine-1-carboxamide